C(CCC)N1C(C2=CC=CC=3C2=C(C1=O)C=CC3)=O 2-butyl-1H-benzo[de]isoquinoline-1,3(2H)-dione